ClC1=C(C=CC=C1)C=1N=C(SC1)C1=C(N=NC(=C1)N1CCOCC1)C(=O)N [4-(2-chlorophenyl)thiazol-2-yl]-6-morpholino-pyridazine-3-carboxamide